ClC1=C(C=CC(=C1)S(=O)(=O)C)[C@@H]1COCCCN1C1=NC(=NC(=C1)C)N |r| (+-)-4-(3-(2-chloro-4-(methylsulfonyl)phenyl)-1,4-oxazepan-4-yl)-6-methylpyrimidin-2-amine